C1=CC=C2NC=3C=CC=C4C3C2=C1C1=CC=CC=C14 4H-Naphtho[1,2,3,4-def]carbazol